rac-tert-butyl N-[5-[[2-[(2R,5S)-2-(4-tert-butylcyclohexyl)-5-methyl-1-piperidyl]-2-oxo-acetyl]amino]-3-methyl-2-pyridyl]carbamate C(C)(C)(C)C1CCC(CC1)[C@@H]1N(C[C@H](CC1)C)C(C(=O)NC=1C=C(C(=NC1)NC(OC(C)(C)C)=O)C)=O |r|